methyl-2-(((dimethylamino) methylene) amino)-4-methoxybenzoate COC(C1=C(C=C(C=C1)OC)N=CN(C)C)=O